(R)-3-hydroxy-1-methyl-3-(3-(6-(2-((1-methyl-1H-pyrazol-5-yl)amino)pyrimidin-4-yl)pyridin-2-yl)isoxazol-5-yl)pyrrolidin-2-one O[C@@]1(C(N(CC1)C)=O)C1=CC(=NO1)C1=NC(=CC=C1)C1=NC(=NC=C1)NC1=CC=NN1C